CC=1N=C(N2C1CNCC2)C(=O)N methyl-5,6,7,8-tetrahydroimidazo[1,5-a]pyrazine-3-carboxamide